C(C)NC(NC=1C=C(C=NC1)CN1CCN(CC1)C=1C=CC(=NC1)C(=O)NC)=O 5-(4-((5-(3-ethylureido)pyridin-3-yl)methyl)piperazin-1-yl)-N-methylpicolinamide